C(C1=CC=CC=C1)OC(=O)N1CC(C1)C(=O)NN 3-(hydrazinocarbonyl)azetidine-1-carboxylic acid benzyl ester